3H-benzo[d]imidazole N1=CNC2=C1C=CC=C2